1,1'-dimethyltriethylamine CCN(C(C)C)C(C)C